ClC1=CC(=C(C=C1)C=1N=C2N(C=CC(=N2)C=2CC(NC(C2)(C)C)(C)C)C1)OC 2-(4-chloro-2-methoxyphenyl)-7-(2,2,6,6-tetramethyl-1,2,3,6-tetrahydropyridin-4-yl)imidazo[1,2-a]pyrimidine